(5S,7S)-7-fluoro-5-phenyl-2-[3-(trifluoromethyl)pyrazol-1-yl]-6,7-dihydro-5H-pyrrolo[1,2-b][1,2,4]triazole F[C@H]1C[C@H](N2N=C(N=C21)N2N=C(C=C2)C(F)(F)F)C2=CC=CC=C2